azetidin-3-ylmethyl 5-[6-[5-(6-methyl-2-pyridyl)-1H-imidazol-4-yl]-3-quinolyl]thiophene-3-carboxylate CC1=CC=CC(=N1)C1=C(N=CN1)C=1C=C2C=C(C=NC2=CC1)C1=CC(=CS1)C(=O)OCC1CNC1